(R)-1-(3-chloro-4-(2-methoxyethoxy)phenethyl)piperidin-3-amine hydrochloride Cl.ClC=1C=C(CCN2C[C@@H](CCC2)N)C=CC1OCCOC